6-(3-(3-((1-(4-methoxyphenyl)cyclopropyl)amino)propanoyl)-3,8-diazabicyclo[3.2.1]octan-8-yl)nicotinonitrile COC1=CC=C(C=C1)C1(CC1)NCCC(=O)N1CC2CCC(C1)N2C2=NC=C(C#N)C=C2